N1C[C@@H](CC1)CN1CCOCC1 (R)-4-(pyrrolidin-3-ylmethyl)morpholine